ClC1=CC=C(C=N1)N1C[C@H](CCC1)N(CC1=CC(=NC=C1)C)CC1=CN(C2=CC(=C(C=C2C1=O)F)OCCOC1OCCCC1)C1CC1 3-({[(3S)-1-(6-chloropyridin-3-yl)piperidin-3-yl][(2-methylpyridin-4-yl)methyl]amino}methyl)-1-cyclopropyl-6-fluoro-7-[2-(oxan-2-yloxy)ethoxy]-1,4-dihydroquinolin-4-one